3,5-dimethoxyphenyltriethoxysilane COC=1C=C(C=C(C1)OC)[Si](OCC)(OCC)OCC